C[Si](CCOCN1N=CC(=C1)N)(C)C 1-((2-(Trimethylsilyl)ethoxy)methyl)-1H-pyrazol-4-amine